2-((2-(4-(trifluoromethyl)phenyl)oxazol-5-yl)methyl)benzopyran-4-one FC(C1=CC=C(C=C1)C=1OC(=CN1)CC=1OC2=C(C(C1)=O)C=CC=C2)(F)F